C(C)OC(\C=C/1\CN(CCC1)C(=O)OC(C)(C)C)=O tert-butyl (3E)-3-(2-ethoxy-2-oxoethylidene)piperidine-1-carboxylate